(4S)-3-[(2S)-3-[4-(t-butoxy)phenyl]-2-[[fluorenylmethoxycarbonyl]amino]-1-oxopropyl]-2,2-dimethyl-4-oxazolidinecarboxylic acid C(C)(C)(C)OC1=CC=C(C=C1)C[C@@H](C(=O)N1C(OC[C@H]1C(=O)O)(C)C)NC(=O)OCC1=CC=CC=2C3=CC=CC=C3CC12